[Si](C)(C)(C(C)(C)C)OC1=CC=C(C=C1)C1(C(NC2=C(C(=CC=C12)F)F)=O)O 3-(4-((tert-butyldimethylsilyl)oxy)phenyl)-6,7-difluoro-3-hydroxyindolin-2-one